1-(3-acetylphenyl)-1-hydroxy-3-(3-(2-methoxyethyl)-4-oxo-3,4-dihydroquinazolin-6-yl)urea C(C)(=O)C=1C=C(C=CC1)N(C(=O)NC=1C=C2C(N(C=NC2=CC1)CCOC)=O)O